OC(CCC(=O)[O-])CC=O 4-hydroxy-6-oxohexanoate